1-Isopropyl-4-methylcyclohex-3-en-1-yl-2-phenylacetat C(C)(C)C1(CC=C(CC1)C)C(C(=O)[O-])C1=CC=CC=C1